BrC/C=C/C(=O)N(C)CCO (E)-4-bromo-N-(2-hydroxyethyl)-N-methylbut-2-enamide